4-(2-amino-1,3-thiazol-5-yl)-2-methoxybenzenesulfonamide NC=1SC(=CN1)C1=CC(=C(C=C1)S(=O)(=O)N)OC